6-(1H-pyrazolo[3,4-b]pyridine-5-carbonyl)-N-(3-(trifluoromethyl)phenyl)-4,5,6,7-tetrahydrothieno-[2,3-c]pyridine-3-carboxamide N1N=CC=2C1=NC=C(C2)C(=O)N2CC1=C(CC2)C(=CS1)C(=O)NC1=CC(=CC=C1)C(F)(F)F